C(C)(C)(C)OC(CN1C(=NC2=C1C(=CC=C2C(=O)OC)C)C)=O Methyl 1-[2-(tert-butoxy)-2-oxoethyl]-2,7-dimethyl-1H-1,3-benzodiazole-4-carboxylate